NC1=C(C=CC(=C1)OC)C(C)=O 1-(2-amino-4-methoxyphenyl)ethan-1-one